ClC1=C(C=2C(=C3C(=NC2C=C1F)C1=CC2=C(C(N1C3)=O)COC([C@]2(O)CC)=O)CNC(CCO)=O)F (S)-N-((9-chloro-4-ethyl-8,10-difluoro-4-hydroxy-3,14-dioxo-3,4,12,14-tetrahydro-1H-pyrano[3',4':6,7]indolizino[1,2-b]quinolin-11-yl)methyl)-3-hydroxypropionamide